5-(3-trifluoromethylphenyl)uridine FC(C=1C=C(C=CC1)C=1C(NC(N([C@H]2[C@H](O)[C@H](O)[C@@H](CO)O2)C1)=O)=O)(F)F